4-{[6-Chloro-5-(4-dimethylamino-phenyl)-2-oxo-1,2-dihydro-indolylidene]-hydroxy-methyl}-benzoic acid ClC1=C(C=C2C(C(NC2=C1)=O)=C(C1=CC=C(C(=O)O)C=C1)O)C1=CC=C(C=C1)N(C)C